C1(=CC=CC=C1)C=1C=NN(C1)C=1N=C(C2=C(N1)C=C(C=N2)C2CCOCC2)N2CCOCC2 4-[2-(4-phenylpyrazol-1-yl)-7-tetrahydropyran-4-yl-pyrido[3,2-d]pyrimidin-4-yl]morpholine